BrC1=C(SC(=C1C)Br)C(=O)O 3,5-dibromo-4-methylthiophene-2-carboxylic acid